rac-N-((3R,6S)-6-methylpiperidin-3-yl)-7H-pyrrolo[2,3-d]pyrimidin-4-amine HCl salt Cl.C[C@H]1CC[C@H](CN1)NC=1C2=C(N=CN1)NC=C2 |r|